C(C)(C)N1N=CC2=CC(=CC=C12)C1=C(NC2=C1C=1N(C(NCC1C=N2)=O)C2CCC1(CN(C1)C(=O)OC)CC2)C=2C=NN(C2)C Methyl 7-(9-(1-isopropyl-1H-indazol-5-yl)-8-(1-methyl-1H-pyrazol-4-yl)-2-oxo-2,3,4,7-tetrahydro-1H-pyrrolo[3',2':5,6]pyrido[4,3-d]pyrimidin-1-yl)-2-azaspiro[3.5]nonane-2-carboxylate